O=C1OCCN1P(=O)(N1C(OCC1)=O)Cl di(2-oxo-3-oxazolidinyl)phosphoryl chloride